3-(1,2,3,5,6,7-hexahydro-s-indacen-4-yl)-1-[(1-methyl-1H-pyrazol-4-yl)(1-methylazetidin-3-yl)sulfamoyl]urea sodium salt [Na].C1CCC2=C(C=3CCCC3C=C12)NC(NS(N(C1CN(C1)C)C=1C=NN(C1)C)(=O)=O)=O